ClC1=CC=C(C=C1)C(O)C1=NC=CC=C1 (4-chlorophenyl)-(pyridine-2-yl)-methanol